CC1=NNC(=C1N(C(C=CC1=CC=CC=C1)=O)CC=1SC=CC1)C N-(3,5-dimethyl-1H-pyrazol-4-yl)-N-(thiophen-2-ylmethyl)cinnamamide